2-(2-Isopropylphenyl)-8-(4-(5-methyl-3-(trifluoromethyl)-1H-pyrazol-1-yl)benzyl)-6H-pyrimido[5,4-b][1,4]oxazin-7(8H)-one C(C)(C)C1=C(C=CC=C1)C=1N=CC=2OCC(N(C2N1)CC1=CC=C(C=C1)N1N=C(C=C1C)C(F)(F)F)=O